CN(CCNC(=O)C=1C=C2C(=NNC2=CC1)C1=NC2=C(N1)C=C(C=C2)N2CCOCC2)C N-(2-(dimethylamino)ethyl)-3-(6-morpholino-1H-benzo[d]imidazol-2-yl)-1H-indazole-5-carboxamide